CN1C=CC(=C1)C(C1=C(C=CC=C1)O)=O methyl-4-(2-hydroxybenzoyl)-1H-pyrrole